C(C1=CC=CC=C1)OC=1C=C(C=CC1)C=1C2(C3=CC=CC=C3C1)CCC(CC2)(C(=O)O)NC2=CC(=CC=C2)Cl (1s,4s)-2'-[3-(benzyloxy)phenyl]-4-(3-chloroanilino)spiro[cyclohexane-1,1'-indene]-4-carboxylic acid